CC(C)C[C@@H](C(=O)O)NC(=O)[C@H](CCSC)NC(=O)C The molecule is a dipeptide obtained by formal condensation of the carboxy group of N-acetyl-L-methionine with the amino group of L-leucine. It is a dipeptide and an acetamide.